3-[(3-chloro-2-methoxyphenyl)amino]-2-(3-{[(2S)-1-(2-fluoroprop-2-enoyl)azetidin-2-yl]methoxy}pyridin-4-yl)-1H,5H,6H,7H-pyrrolo[3,2-c]pyridin-4-one ClC=1C(=C(C=CC1)NC1=C(NC2=C1C(NCC2)=O)C2=C(C=NC=C2)OC[C@H]2N(CC2)C(C(=C)F)=O)OC